Cl.C(C)N1CC2=CC(=C(C=C2CC1)F)N(C1=CC=C(C#N)C=C1)C 4-((2-ethyl-6-fluoro-1,2,3,4-tetrahydroisoquinolin-7-yl)(methyl)amino)benzonitrile hydrochloride